dibenzyl [(1S,3R)-2-[2-(3,5-dichloro-1-methyl-indazol-4-yl)acetyl]-5-(1-hydroxy-1-methylethyl)-1-methyl-3,4-dihydro-1H-isoquinolin-3-yl]methyl phosphate P(=O)(OCC1=CC=CC=C1)(OCC1=CC=CC=C1)OC[C@@H]1N([C@H](C2=CC=CC(=C2C1)C(C)(C)O)C)C(CC1=C2C(=NN(C2=CC=C1Cl)C)Cl)=O